[4-(aminomethyl)phenyl]methylamine NCC1=CC=C(C=C1)CN